1-(3-(benzo[d][1,3]dioxol-5-yl)-6-(3-methoxypropyl)pyrazin-2-yl)piperidine-4-carboxylic acid O1COC2=C1C=CC(=C2)C=2C(=NC(=CN2)CCCOC)N2CCC(CC2)C(=O)O